2-(2-Fluorophenyl)-N-[(3S)-2-oxo-5-phenyl-1,3-dihydro-1,4-benzodiazepine-3-Yl]-5-pyrrolidin-1-ylpyrazolo[1,5-a]pyrimidine-3-carboxamide FC1=C(C=CC=C1)C1=NN2C(N=C(C=C2)N2CCCC2)=C1C(=O)N[C@@H]1C(NC2=C(C(=N1)C1=CC=CC=C1)C=CC=C2)=O